O[C@H]1C[C@@]2(C(CCC2C2CCC3=CC(CC[C@@]3(C12)C)=O)C(=O)NC)C (10R,11S,13S)-11-hydroxy-N,10,13-trimethyl-3-oxo-2,3,6,7,8,9,10,11,12,13,14,15,16,17-tetradecahydro-1H-cyclopenta[a]phenanthrene-17-carboxamide